O-benzyl-serine C(C1=CC=CC=C1)OC[C@H](N)C(=O)O